2-(3-(3-(3-chloro-2-fluorophenyl)-1,2,4-oxadiazol-5-yl)-6-oxopyridazin-1(6H)-yl)-N-ethylacetamide ClC=1C(=C(C=CC1)C1=NOC(=N1)C1=NN(C(C=C1)=O)CC(=O)NCC)F